N-((3-(4-chlorophenyl)-1H-pyrazol-1-yl)methyl)-2-ethyl-N-(2-ethylhexyl)hexane-1-amine ClC1=CC=C(C=C1)C1=NN(C=C1)CN(CC(CCCC)CC)CC(CCCC)CC